CN1N=C(C2=C(C=CC=C12)C(C(=O)O)N1CC(C1)OCCCCCC1=NC=2NCCCC2C=C1)C 2-(1,3-dimethyl-1H-indazol-4-yl)-2-(3-((5-(5,6,7,8-tetrahydro-1,8-naphthyridin-2-yl)pentyl)oxy)azetidin-1-yl)acetic acid